FC1=C(C=CC=C1)C1=NC=NO1 5-(2-fluoro-phenyl)-[1,2,4]oxadiazol